C(C)(=O)OP(=O)([O-])[O-] ACETYLPHOSPHATE